((1-(4-(4,4,5,5-tetramethyl-1,3,2-dioxaborolan-2-yl)phenyl)cyclopropyl)methyl)carbamic acid tert-butyl ester C(C)(C)(C)OC(NCC1(CC1)C1=CC=C(C=C1)B1OC(C(O1)(C)C)(C)C)=O